(3S,5S,8S,9S,10S,13R,14S,17R)-3,10-diethyl-l-7-((R)-6-hydroxy-6-methylheptan-2-yl)-13-methylhexadecahydro-1H-cyclopenta[a]phenanthren-3-ol C(C)[C@@]1(CC[C@@]2([C@H]3CC[C@]4(CCC[C@H]4[C@@H]3C(C[C@H]2C1)[C@H](C)CCCC(C)(C)O)C)CC)O